[OH-].[Mn].[O-2].[Fe+3] ferric oxide manganese hydroxide